CC(CC(=O)[O-])CCC 3-methylhexanoic acid anion